N-(4-Methoxy-7-phenyl-thiazolo[4,5-c]pyridin-2-yl)-4-(2-oxo-pyrrolidin-1-ylmethyl)-benzamide COC1=NC=C(C2=C1N=C(S2)NC(C2=CC=C(C=C2)CN2C(CCC2)=O)=O)C2=CC=CC=C2